(R)-1-((6-bromo-5-fluoropyridin-3-yl)methyl)piperidin-3-ol BrC1=C(C=C(C=N1)CN1C[C@@H](CCC1)O)F